(3S)-3-({2-[4-methoxy-2-(trifluoromethoxy)phenyl][1,2,4]triazolo[1,5-c]quinazolin-5-yl}amino)azepan-2-one COC1=CC(=C(C=C1)C1=NN2C(=NC=3C=CC=CC3C2=N1)N[C@@H]1C(NCCCC1)=O)OC(F)(F)F